N-((3S,4S)-3-((5-((cyclopropylmethyl)(methyl)amino)-7-(2,6-dichloro-3,5-dimethoxyphenyl)-2,6-naphthyridin-3-yl)amino)tetrahydro-2H-pyran-4-yl)acrylamide C1(CC1)CN(C1=C2C=C(N=CC2=CC(=N1)C1=C(C(=CC(=C1Cl)OC)OC)Cl)N[C@@H]1COCC[C@@H]1NC(C=C)=O)C